butyl ((1S,2S)-2-aminocyclopentyl)carbamate N[C@@H]1[C@H](CCC1)NC(OCCCC)=O